tert-Butyl 3-(4-(oxetan-3-yloxy)-7-(thiazol-2-yl)benzo[d]oxazol-2-yl)-3,6-diazabicyclo[3.1.1]heptane-6-carboxylate O1CC(C1)OC1=CC=C(C2=C1N=C(O2)N2CC1N(C(C2)C1)C(=O)OC(C)(C)C)C=1SC=CN1